difluorodiphenylmethane FC(C1=CC=CC=C1)(C1=CC=CC=C1)F